BrC1=CC(=C(C(=O)N[C@H]2[C@H](C2)F)C(=C1)OC)OC 4-bromo-N-[(1R,2S)-2-fluorocyclopropyl]-2,6-dimethoxybenzamide